BrC=1C=CC(=C(C1)CCNC1=CC(=NC=N1)C1=CC(=CS1)OCC)OC 5-{6-[2-(5-Bromo-2-methoxy-phenyl)-ethylamino]-pyrimidin-4-yl}-3-ethoxy-thiophene